O1C=CC2=C1C=CC=C2C2CCNCC2 4-(1-benzofuran-4-yl)piperidine